FC1=C(C=C(C=C1C)C1=C(C=C(C=C1C)F)C)[C@H](CC(=O)OCC)NC(C(CC(C)C)N1C(C=C(C(=C1)CCN1C[C@@H](CC1)F)C)=O)=O (3S)-ethyl 3-(4,4'-difluoro-2',5,6'-trimethylbiphenyl-3-yl)-3-(2-(5-(2-((R)-3-fluoropyrrolidin-1-yl)ethyl)-4-methyl-2-oxopyridin-1(2H)-yl)-4-methylpentanamido)propanoate